Cl.C1NCC(C2=CN=CC=C12)C#N tetrahydro-2,6-naphthyridine-4-carbonitrile Hydrochloride